(S)-N-(2-(3-hydroxypyrrolidin-1-yl)ethyl)-12-oxo-12H-benzo[g]pyrido[2,1-b]quinazoline-4-carboxamide hydrochloride Cl.O[C@@H]1CN(CC1)CCNC(=O)C1=CC=CN2C1=NC=1C=C3C(=CC1C2=O)C=CC=C3